N(=[N+]=[N-])CC1=NN(C=2C(N(CCC21)C2=CC=C1CCN(C(C1=C2)=O)C)=O)C2=CC(=CC=C2)Cl 7-[3-(azidomethyl)-1-(3-chlorophenyl)-7-oxo-4,5-dihydropyrazolo[3,4-c]pyridin-6-yl]-2-methyl-3,4-dihydroisoquinolin-1-one